cobalt manganese niobium aluminum [Al].[Nb].[Mn].[Co]